O1CC(CC1)C(C1=CC=CC=C1)O (tetrahydrofuran-3-yl)benzyl alcohol